2'-chloro-5'-methoxy-6-methyl-N-(5-(tetrahydrofuran-2-yl)-1,3,4-thiadiazol-2-yl)-(4,4'-bipyridine)-3-carboxamide ClC1=NC=C(C(=C1)C1=C(C=NC(=C1)C)C(=O)NC=1SC(=NN1)C1OCCC1)OC